C(C1=CC=CC=C1)OC(=O)NN[C@](C(=O)O)(CC1=CC(=C(C=C1)O)O)C (S)-2-(2-((benzyloxy)carbonyl)-hydrazino)-3-(3,4-dihydroxyphenyl)-2-methylpropanoic acid